C1(CC1)C#CC1=NC(=NC=C1)N1CCC(CC1)(C)C(=O)N1N=CC[C@@H]1C1=CC(=CC(=C1)F)F (R)-(1-(4-(cyclopropylethynyl)pyrimidin-2-yl)-4-methylpiperidin-4-yl)(5-(3,5-difluorophenyl)-4,5-dihydro-1H-pyrazol-1-yl)methanone